F[C@@H]1C[C@@]2(CCCN2C1)COC=1N=CC2=C(N1)C=C(N=C2N2CCC2)C2=CC(=CC1=CC=C(C(=C21)C#C)F)O 4-(2-{[(2R,7aS)-2-fluoro-hexahydropyrrolizin-7a-yl]methoxy}-5-(azetidin-1-yl)pyrido[4,3-d]pyrimidin-7-yl)-5-ethynyl-6-fluoronaphthalen-2-ol